(1S,2R)-2-((S)-5-Chloro-8-((1-methyl-1H-1,2,3-triazol-4-yl)methoxy)-1-((2-oxopyrrolidin-1-yl)methyl)-1,2,3,4-tetrahydroisochinolin-2-carbonyl)-N,1-dimethylcyclohexan-1-carboxamid ClC1=C2CCN([C@@H](C2=C(C=C1)OCC=1N=NN(C1)C)CN1C(CCC1)=O)C(=O)[C@H]1[C@](CCCC1)(C(=O)NC)C